(trifluoromethylsulfonimidoyl)phenol FC(S(=O)(=N)C1=C(C=CC=C1)O)(F)F